C(CCCCC)[B-](CCCCCC)(CCCCCC)CCCCCC.C(CCC)[N+](CCCC)(CCCC)CCCC tetrabutylammonium Tetrahexyl-borate